ClC=1C=CC(=C(C1)S(=O)(=O)C=1C(=C(C=CC1)N1CCNCC1)C(F)(F)F)C 1-(3-((5-chloro-2-methylphenyl)sulfonyl)-2-(trifluoromethyl)phenyl)piperazine